(2-(4-chlorophenyl)-1,3-dithian-2-yl)triethylsilane ClC1=CC=C(C=C1)C1(SCCCS1)[Si](CC)(CC)CC